4-[(4-methoxyphenyl)methyl]-3,8-dimethyl-1,3-dihydroquinoxalin-2-one COC1=CC=C(C=C1)CN1C(C(NC2=C(C=CC=C12)C)=O)C